(2R,3S,5R)-3-(3,4-difluoro-2-methoxyphenyl)-N-(6-((S)-1,2-dihydroxyethyl)pyridin-3-yl)-5-methyl-5-(trifluoromethyl)tetrahydrofuran-2-carboxamide FC=1C(=C(C=CC1F)[C@H]1[C@@H](O[C@](C1)(C(F)(F)F)C)C(=O)NC=1C=NC(=CC1)[C@@H](CO)O)OC